C(C)OCCNC(=O)C1=CC2=C(N(C(=N2)NC=2SC3=C(N2)C=CC(=C3)C(F)(F)F)C)C=C1 1-Methyl-2-(6-trifluoromethyl-benzothiazol-2-ylamino)-1H-benzoimidazole-5-carboxylic acid (2-ethoxy-ethyl)-amide